COC(=O)C=1C=CC2=C(N=C(C3=CC=NC=C23)NCCOCCCCN[C@@H](CO)C2=CC(=CC=C2)Cl)C1.COC1=C(C(=C(C=C1)P)OC)OC trimethoxyphenylphosphine (R)-Methyl-5-((2-(4-((1-(3-chlorophenyl)-2-hydroxyethyl)amino)butoxy)ethyl)amino)benzo[c][2,6]naphthyridine-8-carboxylate